C(CCCCCCC)NCCCCCCCC.O1C=2C(OCC1COCCC(S(=O)(=O)O)C)=CSC2 3-[(2,3-dihydrothieno[3,4-b]-[1,4]dioxin-2-yl)methoxy]-1-methyl-1-propanesulfonic acid di-n-octylamine salt